1-(3-(5-(2-Methyl-[1,1'-biphenyl]-3-yl)-1,3,4-oxadiazol-2-yl)benzyl)piperidin-3-ol hydrochloride Cl.CC1=C(C=CC=C1C1=NN=C(O1)C=1C=C(CN2CC(CCC2)O)C=CC1)C1=CC=CC=C1